N-(3-(1H-imidazol-1-yl)phenyl)-2-((3-(2,6-dioxopiperidin-3-yl)-1-methyl-1H-indazol-7-yl)oxy)acetamide N1(C=NC=C1)C=1C=C(C=CC1)NC(COC=1C=CC=C2C(=NN(C12)C)C1C(NC(CC1)=O)=O)=O